BrC1=CC=C(C=C1)[C@@H](C(F)(F)F)N(C(=O)[C@@H]1CC(N(C1)C(=O)[O-])=O)C (R)-4-[[(1S)-1-(4-bromophenyl)-2,2,2-trifluoro-ethyl]-methyl-carbamoyl]-2-oxo-pyrrolidine-1-carboxylate